2-methyl-N-(1-(naphthalen-1-yl)cyclobutyl)-5-nitrobenzamide CC1=C(C(=O)NC2(CCC2)C2=CC=CC3=CC=CC=C23)C=C(C=C1)[N+](=O)[O-]